tert-butyl 4-(2-(4-(1-(2,6-dioxopiperidin-3-yl)-3-methyl-2-oxo-2,3-dihydro-1H-benzo[d]imidazol-5-yl)piperidin-1-yl)ethyl)piperidine-1-carboxylate O=C1NC(CCC1N1C(N(C2=C1C=CC(=C2)C2CCN(CC2)CCC2CCN(CC2)C(=O)OC(C)(C)C)C)=O)=O